O=C1NC2(C(N1)=O)CCC(CC2)C2=C(C=CC(=C2)S(=O)(=O)N)C2=CC=C(C=C2)F (2,4-dioxo-1,3-diazaspiro[4.5]decane-8-yl)-4'-fluoro-[1,1'-biphenyl]-4-sulfonamide